C(C)OC(\C=C\C1=C2CCN(CC2=CC=C1)CC1=CC=C(C=C1)[N+](=O)[O-])=O (E)-3-(2-(4-nitrobenzyl)-1,2,3,4-tetrahydroisoquinolin-5-yl)acrylic acid ethyl ester